5-amino-3-(2-(4-(2,4-difluoro-5-(1-oxidothiomorpholino)phenyl)piperazin-1-yl)ethyl)-8-(furan-2-yl)thiazolo[5,4-e][1,2,4]triazolo[1,5-c]pyrimidin-2(3H)-one NC1=NC2=C(C=3N1N=C(N3)C=3OC=CC3)SC(N2CCN2CCN(CC2)C2=C(C=C(C(=C2)N2CCS(CC2)=O)F)F)=O